2-((tert-butoxycarbonyl)amino)-2-(4-hydroxyphenyl)acetic acid C(C)(C)(C)OC(=O)NC(C(=O)O)C1=CC=C(C=C1)O